C1(=CC=CC=C1)C1=C2C(=CN=C1C1=CC=CC=C1)[Se]C=C2 4,5-diphenylselenopheno[2,3-c]Pyridine